FC1=C(CN2N=CC3=C(N(C=4C=C(C=CC34)OC3=NC=CC4=C3C=NN4C4OCCCC4)C)C2=O)C=CC=C1 3-(2-fluorobenzyl)-5-methyl-7-((1-(tetrahydro-2H-pyran-2-yl)-1H-pyrazolo[4,3-c]pyridin-4-yl)oxy)-3,5-dihydro-4H-pyridazino[4,5-b]indol-4-one